N1=C(N=CC=C1)C=1C(=NC=CN1)[C@@H](C)N1C(C2=CC=CC=C2C1=O)=O |r| (rac)-2-(1-(3-(pyrimidin-2-yl)pyrazin-2-yl)ethyl)isoindoline-1,3-dione